tert-butyl 2-(9-(4-((4-(2-(3-chloro-5-cyanophenyl)propan-2-yl)phenoxy)methyl)pyrimidin-2-yl)-3,9-diazaspiro[5.5]undecan-3-yl)-7-azaspiro[3.5]nonane-7-carboxylate ClC=1C=C(C=C(C1)C#N)C(C)(C)C1=CC=C(OCC2=NC(=NC=C2)N2CCC3(CCN(CC3)C3CC4(C3)CCN(CC4)C(=O)OC(C)(C)C)CC2)C=C1